din-decylamine C(CCCCCCCCC)NCCCCCCCCCC